ClC=1C=C(C=NC1)OC1(CCCCC1)N ((5-chloropyridin-3-yl)oxy)cyclohexane-1-amine